[N+](=O)([O-])C=1C(=NC(=CC1)N1CC2CCC(C1)O2)NC=2C=C1CC[C@@H](C1=CC2)NC(OC(C)(C)C)=O tert-butyl N-[(1S)-5-[(3-nitro-6-{8-oxa-3-azabicyclo[3.2.1]octan-3-yl}pyridin-2-yl)amino]-2,3-dihydro-1H-inden-1-yl]carbamate